COC1=C2C(NC(=NC2=CC(=C1)OC)C1=CC=C(C=C1)N1CCN(CC1)CC=1C=C(C=CC1)N1C(NC(CC1)=O)=O)=O 1-(3-((4-(4-(5,7-dimethoxy-4-oxo-3,4-dihydroquinazolin-2-yl)phenyl)piperazin-1-yl)methyl)phenyl)dihydropyrimidine-2,4(1H,3H)-dione